zirconium di-isopropoxide CC([O-])C.CC([O-])C.[Zr+2]